(±)-4-[3-[(4,5-Dichloro-1-methyl-indole-2-carbonyl)amino]-oxetan-3-yl]benzoic acid ClC1=C2C=C(N(C2=CC=C1Cl)C)C(=O)NC1(COC1)C1=CC=C(C(=O)O)C=C1